(5-(2-morpholinoethyl)-2-(piperidin-1-yl)phenyl)-2-(1H-pyrazol-4-yl)thiazole-4-carboxamide O1CCN(CC1)CCC=1C=CC(=C(C1)C1=C(N=C(S1)C=1C=NNC1)C(=O)N)N1CCCCC1